2-(3-(3-(4-Methoxy-4-Methylpiperidine-1-Carbonyl)-1H-Pyrazol-5-yl)Phenyl)-N-(Pentan-3-Yl)Oxazole-5-Carboxamide COC1(CCN(CC1)C(=O)C1=NNC(=C1)C=1C=C(C=CC1)C=1OC(=CN1)C(=O)NC(CC)CC)C